N[C@H](CNC(=O)[C@H]1NC[C@@H](C1)O)CNC(C1=C(C=C(C=C1)NC=1C=2N(C=CN1)C(=CN2)C2=C(C(=C(C=C2)OC)F)F)C)=O (2S,4R)-N-[(2S)-2-amino-3-[[4-[[3-(2,3-difluoro-4-methoxy-phenyl)imidazo[1,2-a]pyrazin-8-yl]amino]-2-methyl-benzoyl]amino]propyl]-4-hydroxy-pyrrolidine-2-carboxamide